2-chloro-6-((4,6-dimethoxypyrimidin-2-yl)thio)benzoic acid ClC1=C(C(=O)O)C(=CC=C1)SC1=NC(=CC(=N1)OC)OC